CC1=CCC(=C(C)C)CC1 GAMMA-terpinolene